5-bromo-1-(1-(2,5-dimethyl-1-((5-methyl-1,2,4-oxadiazol-3-yl)methyl)-1H-pyrrol-3-yl)-1-oxopropan-2-yl)pyridin-2(1H)-one BrC=1C=CC(N(C1)C(C(=O)C1=C(N(C(=C1)C)CC1=NOC(=N1)C)C)C)=O